trans-4-(1-(4-fluoro-3-methylphenyl)-5-hydroxy-2-(tetrahydro-2H-pyran-4-yl)-1H-indol-3-yl)cyclohexane-1-carboxylic acid FC1=C(C=C(C=C1)N1C(=C(C2=CC(=CC=C12)O)[C@@H]1CC[C@H](CC1)C(=O)O)C1CCOCC1)C